N-(3-(6-(4-((4-cyanopyridin-2-yl)oxy)phenyl)quinazolin-8-yl)phenyl)acrylamide C(#N)C1=CC(=NC=C1)OC1=CC=C(C=C1)C=1C=C2C=NC=NC2=C(C1)C=1C=C(C=CC1)NC(C=C)=O